P-(4-(5-(chlorodifluoromethyl)-1,2,4-oxadiazol-3-yl)-2-fluorobenzyl)-N-(2-chlorophenyl)-P-methylphosphinic amide ClC(C1=NC(=NO1)C1=CC(=C(CP(NC2=C(C=CC=C2)Cl)(=O)C)C=C1)F)(F)F